methyl 2-(1-chloroethyl)-3-(((S)-oxetan-2-yl) methyl)-3H-imidazo[4,5-b]pyridine-5-carboxylate ClC(C)C1=NC=2C(=NC(=CC2)C(=O)OC)N1C[C@H]1OCC1